N-{6,7-dimethoxy-1H,2H,3H-cyclopenta[b]quinolin-9-yl}-1-(oxan-4-yl)piperidin-4-amine COC=1C(=CC=2C(=C3C(=NC2C1)CCC3)NC3CCN(CC3)C3CCOCC3)OC